6-(2-hydroxy-2-methylpropoxy)-4-(6-(6-((6-methoxypyridin-3-yl)methyl)-3,6-diazabicyclo[3.1.1]Heptane-3-yl)pyridin-3-yl)pyrazolo[1,5-a]Pyridine-3-carbonitrile OC(COC=1C=C(C=2N(C1)N=CC2C#N)C=2C=NC(=CC2)N2CC1N(C(C2)C1)CC=1C=NC(=CC1)OC)(C)C